4-IMIDAZOTRIAZINE-1-YL-BENZAMIDE N1(N=NC=C2C1=NC=N2)C2=CC=C(C(=O)N)C=C2